11-(methacryloyloxy)-3-sulfopropyl-undecyldimethyl-ammonium C(C(=C)C)(=O)OCCCCCCCCCCC[N+](C)(C)CCCS(=O)(=O)O